4-[(5-Phenyl-2-pyridin-2-yl-thieno[2,3-d]pyrimidin-4-ylamino)-methyl]-benzonitrile C1(=CC=CC=C1)C1=CSC=2N=C(N=C(C21)NCC2=CC=C(C#N)C=C2)C2=NC=CC=C2